ClC=1C(=NC(=NC1)NC1=C(C=C(C(=C1)C)N1CCC(CC1)N1CC(CC1)N(C)C)Cl)NC1=C(C=CC(=C1)OC)NS(=O)(=O)C N-(2-((5-chloro-2-((2-chloro-4-(4-(3-(dimethylamino)pyrrolidin-1-yl)piperidin-1-yl)-5-methylphenyl)amino)pyrimidin-4-yl)amino)-4-methoxyphenyl)methanesulfonamide